(hydroxymethyl)-1-n-propyl-benzimidazole-5-carbonitrile OCC1=NC2=C(N1CCC)C=CC(=C2)C#N